2-isopropyl-N4-phenyl-6-(4-(trifluoromethyl)pyridin-2-yl)-1,3,5-triazine-2,4-diamine C(C)(C)C1(NC(=NC(=N1)NC1=CC=CC=C1)C1=NC=CC(=C1)C(F)(F)F)N